FC1=CC=C(CN(C(C(CC)(C)C)=O)C)C=C1 N-(4-fluorobenzyl)-N,2,2-trimethylbutanamide